FC1CCN(CC1)C1=NC=CC(=N1)NC1=CC(=NO1)C1=CC=C(C=C1)OC N-(2-(4-Fluoropiperidin-1-yl)pyrimidin-4-yl)-3-(4-methoxyphenyl)isoxazol-5-amine